dinonyl 8,16-diimino-12-methyl-4,20-dithia-9,12,15-triazatricosanedioate N=C(CCCSCCC(=O)OCCCCCCCCC)NCCN(CCNC(CCCSCCC(=O)OCCCCCCCCC)=N)C